tert-butyl (2R,5S)-5-[(7-chloroquinoline-3-carbonyl)amino]-2-[[[(E)-4,4,4-trifluorobut-2-enoxy] carbonylamino] carbamoyl]piperidine-1-carboxylate ClC1=CC=C2C=C(C=NC2=C1)C(=O)N[C@H]1CC[C@@H](N(C1)C(=O)OC(C)(C)C)C(NNC(=O)OC\C=C\C(F)(F)F)=O